(E)-N'-[4-chloro-2-[7-chloro-2-(oxan-2-yl)indazole-4-carbonyl]-5-(difluoromethoxy)phenyl]-N,N-dimethylmethanimidamide ClC1=CC(=C(C=C1OC(F)F)/N=C/N(C)C)C(=O)C=1C2=CN(N=C2C(=CC1)Cl)C1OCCCC1